OCC=O Hydroxyethanal